C1(=CC=CC=C1)C(N1CC(C1)OCCO)C1=CC=CC=C1 2-{[1-(diphenylmethyl)azetidin-3-yl]oxy}ethan-1-ol